3-(5-((6-((1-(4-((5-chloro-4-((2-(dimethylphosphono)phenyl)amino)pyrimidin-2-yl)amino)-3-methoxyphenyl)piperidin-4-yl)amino)hexyl)oxy)-1-oxoisoindolin-2-yl)piperidine-2,6-dione ClC=1C(=NC(=NC1)NC1=C(C=C(C=C1)N1CCC(CC1)NCCCCCCOC=1C=C2CN(C(C2=CC1)=O)C1C(NC(CC1)=O)=O)OC)NC1=C(C=CC=C1)P(=O)(OC)OC